C(C)(=O)P(OC)(OC)=O Dimethyl Acetylphosphonate